C1(=CC=CC2=CC=CC=C12)C1=C2C=CC=CC2=C(C2=CC=CC=C12)C1=CC=2C(=NN(N2)C2=CC=C(C=C2)C=2C=NC=CC2)C=C1 5-{10-(naphthalen-1-yl)anthracen-9-yl}-2-{4-(pyridin-3-yl)phenyl}-2H-benzotriazole